Cl.N1C[C@H](CCC1)O (S)-piperidine-3-ol hydrochloride